tert-butyl 4-[3-chloro-5-(5-methyl-1,3,4-oxadiazol-2-yl)-2-pyridyl]piperazine-1-carboxylate ClC=1C(=NC=C(C1)C=1OC(=NN1)C)N1CCN(CC1)C(=O)OC(C)(C)C